methyl (E)-3-(3-(N-((4-(4-(dimethylamino)phenyl)bicyclo[2.2.2]octan-1-yl)methyl) tetrahydro-2H-pyran-4-carboxamido)phenyl)acrylate CN(C1=CC=C(C=C1)C12CCC(CC1)(CC2)CN(C(=O)C2CCOCC2)C=2C=C(C=CC2)/C=C/C(=O)OC)C